4-acrylamido-N-(4-(3,4-dichlorophenyl)3-butyn-2-yl)benzamide ethyl-(R)-(3-(3,4-bis(benzyloxy)phenoxy)-2-hydroxypropyl)alanineate C(C)N([C@H](C)C(=O)O)CC(COC1=CC(=C(C=C1)OCC1=CC=CC=C1)OCC1=CC=CC=C1)O.C(C=C)(=O)NC1=CC=C(C(=O)NC(C)C#CC2=CC(=C(C=C2)Cl)Cl)C=C1